1-(1-(6-chloro-4-isopropyl-2,7-naphthyridin-1-yl)azetidin-3-yl)pyrrolidin ClC=1C=C2C(=CN=C(C2=CN1)N1CC(C1)N1CCCC1)C(C)C